5-(6-amino-9H-purin-9-yl)-4-fluoro-2-(hydroxymethyl)tetrahydrofuran-3-ol NC1=C2N=CN(C2=NC=N1)C1C(C(C(O1)CO)O)F